6-[3-[2-[2-[2-[2-(2-aminoethoxy)ethoxy]ethoxy]ethoxy]ethyl-octyl-amino]-2-[6-(2-hexyldecanoyloxy)hexoxy]-3-oxopropoxy]hexyl 2-hexyldecanoate C(CCCCC)C(C(=O)OCCCCCCOCC(C(=O)N(CCCCCCCC)CCOCCOCCOCCOCCN)OCCCCCCOC(C(CCCCCCCC)CCCCCC)=O)CCCCCCCC